1-chloro-N,N,2-trimethylprop-1-en-1-amine ClC(=C(C)C)N(C)C